C1(CC1)C(CC1=CC=C(C=C1)O)C1=CC=C(C=C1)O 4,4'-(1-cyclopropylethane-1,2-diyl)diphenol